C(C)C1=NNC=C1 3-ethyl-1H-pyrazol